FC=1C=C(C=CC1F)N1C(CCCC12CCN(CC2)C=2C(NN=C(C2)N2N=CC(=C2)C(F)(F)F)=O)=O 1-(3,4-difluorophenyl)-9-(3-oxo-6-(4-(trifluoromethyl)-1H-pyrazol-1-yl)-2,3-dihydropyridazin-4-yl)-1,9-diazaspiro[5.5]Undecan-2-one